CC=1C(N(C(C1C)=O)NC1=NC2=CC=CC=C2C(=C1)C(F)(F)F)=O 3,4-dimethyl-1-{[4-(trifluoromethyl)(2-quinolyl)]amino}azoline-2,5-dione